C[C@H]1CCOCCOC2=CC=CC(C3=NN(C=4C=CC(O1)=CC34)C3OCCCC3)=N2 (13S)-13-methyl-19-(oxan-2-yl)-7,10,14-trioxa-19,20,23-triazatetracyclo[13.5.2.12,6.018,21]tricosa-1(20),2(23),3,5,15(22),16,18(21)-heptaene